ONC(CCC1=CC(=NC2=CC=CC=C12)C1=CC=C(C=C1)OC)=O N-Hydroxy-3-(2-(4-methoxyphenyl)quinolin-4-yl)propanamide